FCC1=CC=C(C=C1)B(O)O (4-(fluoromethyl)phenyl)boronic acid